Ethyl 4-amino-3-(2,3-dichloro-6-{[2-(trimethylsilyl)ethoxy]methoxy}phenyl)butanoate NCC(CC(=O)OCC)C1=C(C(=CC=C1OCOCC[Si](C)(C)C)Cl)Cl